3-[(4R)-4-methyl-2-(1-methylpyrazolo[3,4-b]pyridin-4-yl)-3,4-dihydro-1H-isoquinolin-6-yl]-1-oxa-3,7-diazaspiro[4.4]nonan-2-one C[C@H]1CN(CC2=CC=C(C=C12)N1C(OC2(C1)CNCC2)=O)C2=C1C(=NC=C2)N(N=C1)C